C(\C=C\C=CC)O trans-hexa-2,4-diene-1-ol